3,6-dibromophenanthrene-9,10-dione BrC=1C=CC=2C(C(C3=CC=C(C=C3C2C1)Br)=O)=O